4-(4-[3-Cyano-4-[2,2,2-trifluoro-1-(oxan-4-yl)ethoxy]pyrazolo[1,5-a]pyridin-6-yl]-5-methylpyrazol-1-yl)piperidine-1-carbonitrile C(#N)C=1C=NN2C1C(=CC(=C2)C=2C=NN(C2C)C2CCN(CC2)C#N)OC(C(F)(F)F)C2CCOCC2